ClC=1C=C2CCN(CC2=C(C1)[C@H]1N(CCC1)C(=O)OC(C)(C)C)C(=O)C=1C=NN(C1)C1CC1 tert-butyl (S)-2-(6-chloro-2-(1-cyclopropyl-1H-pyrazole-4-carbonyl)-1,2,3,4-tetrahydroisoquinolin-8-yl)pyrrolidine-1-carboxylate